5-((4-(3-(3-amino-5-(4-amino-4-methylpiperidin-1-yl)pyrazin-2-yl)-2-chlorophenyl)piperazine-1-yl)methyl)-2-(2,6-dioxopiperidin-3-yl)-6-fluoroisoindoline-1,3-dione NC=1C(=NC=C(N1)N1CCC(CC1)(C)N)C=1C(=C(C=CC1)N1CCN(CC1)CC=1C=C2C(N(C(C2=CC1F)=O)C1C(NC(CC1)=O)=O)=O)Cl